(S)-2-Amino-4-((1-hydroxypentan-2-yl)amino)-6-(4-(pyrrolidin-1-ylmethyl)benzyl)pyrimidine NC1=NC(=CC(=N1)N[C@H](CO)CCC)CC1=CC=C(C=C1)CN1CCCC1